O[C@@H]1[C@](COC1)(C)N1CCN(CC1)C=1C=C2C=C(N=CC2=CC1C)NC(=O)[C@H]1CC12CCOCC2 (S)-N-(6-(4-((3R,4R)-4-hydroxy-3-methyltetrahydrofuran-3-yl)piperazin-1-yl)-7-methylisoquinolin-3-yl)-6-oxaspiro[2.5]octane-1-carboxamide